S-(6-((3-(Triethoxysilyl)propyl)thio)hexyl)thiooctadecanoate C(C)O[Si](CCCSCCCCCCS=C(CCCCCCCCCCCCCCCCC)[O-])(OCC)OCC